NCC1(C2CCN(CC12)C(=O)OC(C)(C)C)C=1SC=C(N1)C tert-butyl 7-(aminomethyl)-7-(4-methylthiazol-2-yl)-3-azabicyclo[4.1.0]heptane-3-carboxylate